phenyl disulfate sodium salt [Na+].S(=O)(=O)(OC1=CC=CC=C1)OS(=O)(=O)[O-]